NC=1N=C(C2=C(N1)C=CN(C2=O)CC2=CC=C(C=C2)C(=O)N2CCN(CC2)C)NCCOC 2-amino-4-((2-methoxyethyl)amino)-6-(4-(4-methylpiperazine-1-carbonyl)benzyl)pyrido[4,3-d]pyrimidin-5(6H)-one